CC1=C(C=C(C=C1)[C@]12[C@@H]([C@H]([C@@H]([C@](CO1)(O2)C(C)(C)O)OC(C)=O)OC(C)=O)OC(C)=O)CC2=CC=C(C=C2)CCCC(=O)O 4-[4-[[2-methyl-5-[(1S,2S,3S,4R,5S)-2,3,4-triacetoxy-1-(1-hydroxy-1-methyl-ethyl)-6,8-dioxabicyclo[3.2.1]octan-5-yl]phenyl]methyl]phenyl]butyric acid